1,2-dihydroxy-3-methylanthraquinone OC1=C(C(=CC=2C(C3=CC=CC=C3C(C12)=O)=O)C)O